1-(4-methylpentanoyl)-lysergic acid diethylamide C(C)N(C(=O)[C@H]1CN(C)[C@@H]2CC3=CN(C4=CC=CC(C2=C1)=C34)C(CCC(C)C)=O)CC